Hexyl 2-formylbenzoate C(=O)C1=C(C(=O)OCCCCCC)C=CC=C1